FC(C(C(C(C(C(C(F)(F)N=C=O)(F)F)(F)F)(F)F)(F)F)(F)F)(CCC(F)(F)F)F heptadecafluoro-1-decyl isocyanate